Alpha-(benzenesulfonyloxyimino)-4-chlorophenylacetonitrile C1(=CC=CC=C1)S(=O)(=O)ON=C(C#N)C1=CC=C(C=C1)Cl